FC(O[Si](OC(F)(F)F)(OC(F)(F)F)C(C(C(C(C(C(C(C(C(C(C(C(C(C(C(C(C(C(C(C(F)(F)F)(F)F)(F)F)(F)F)(F)F)(F)F)(F)F)(F)F)(F)F)(F)F)(F)F)(F)F)(F)F)(F)F)(F)F)(F)F)(F)F)(F)F)(F)F)(F)F)(F)F perfluoroeicosyl-trimethoxysilane